(R)-4-[4-(2-acetamido-1-methylethyl)phenylamino]-7-methoxy-6-acetoxyquinazoline C(C)(=O)NC[C@H](C)C1=CC=C(C=C1)NC1=NC=NC2=CC(=C(C=C12)OC(C)=O)OC